methyl 4-methyl-5-((1-methyl-6-(pyrimidin-5-ylamino)-1H-pyrazolo[3,4-d]pyrimidin-3-yl)amino)thiophene-2-carboxylate CC=1C=C(SC1NC1=NN(C2=NC(=NC=C21)NC=2C=NC=NC2)C)C(=O)OC